ClC1=CC=NC2=CC=C(C(=C12)F)C=1C=C(C(=NC1)OC)NS(=O)(=O)C1=C(C=CC=C1)F N-(5-(4-chloro-5-fluoroquinolin-6-yl)-2-methoxypyridin-3-yl)-2-fluorobenzenesulfonamide